ClC1=CN=C(S1)CN (5-chlorothiazol-2-yl)methylamine